anisnitrile-13C [13C](C1=CC=C(C=C1)OC)#N